4-methyl-phthalimide CC=1C=C2C(C(=O)NC2=O)=CC1